NC1=NC2=C(C=CC=C2C=C1C)C 2-amino-3,8-dimethylquinoline